CN1N=CC(=C1)C(O)C1=CC=CC=C1 (1-methylpyrazol-4-yl)-phenyl-methanol